2-(iodomethyl)-1,4-dioxane ICC1OCCOC1